bis(4-glycidyloxyphenyl)methane C(C1CO1)OC1=CC=C(C=C1)CC1=CC=C(C=C1)OCC1CO1